6-(2,4-difluoro-phenoxy)-2-{[(1S)-2-hydroxy-1,2-dimethylpropyl]amino}-8-isopropylpyrido[2,3-d]pyrimidin-7(8H)-one FC1=C(OC2=CC3=C(N=C(N=C3)N[C@H](C(C)(C)O)C)N(C2=O)C(C)C)C=CC(=C1)F